6-(6-Chloropyrazin-2-yl)-N2-(3,3-difluorocyclopentyl)-N4-(3,5-difluorophenyl)-1,3,5-triazine-2,4-diamine ClC1=CN=CC(=N1)C1=NC(=NC(=N1)NC1CC(CC1)(F)F)NC1=CC(=CC(=C1)F)F